CS(=O)(=O)C=1C=C(C=CC1)CC(=O)O 2-(3-(methylsulfonyl)phenyl)acetic acid